C(C)[N+]1=C(NC=C1CO)C(C)=O 1-[3-(ethyl)-4-(hydroxymethyl)-1H-imidazol-3-ium-2-yl]ethanone